ethyl 2,6-dimethyl-7-oxo-4-[4,4,4-trifluoro-3-hydroxy-3-(3-phenoxyphenyl)but-1-ynyl]-1H-pyrrolo[2,3-c]pyridine-3-carboxylate CC1=C(C2=C(C(N(C=C2C#CC(C(F)(F)F)(C2=CC(=CC=C2)OC2=CC=CC=C2)O)C)=O)N1)C(=O)OCC